Cerium Ammonium Nitrite N(=O)[O-].[NH4+].[Ce]